2-(4-Methoxyphenyl)ethylamine hydrobromide Br.COC1=CC=C(C=C1)CCN